2H-1,3-benzodioxol-5-yl-boronic acid O1COC2=C1C=CC(=C2)B(O)O